COC1=C(C=CC(=C1)OC)CNCC1=C(C=C(C=C1)OC)OC bis[(2,4-dimethoxyphenyl)methyl]amine